CC1=C(C=NN1C1=CC=CC=C1)C1=CC(=C(S1)C(=O)N[C@@H]1CN(CCC1)C(=O)OC(C)(C)C)NC(=O)N tert-butyl (S)-3-(5-(5-methyl-1-phenyl-1H-pyrazol-4-yl)-3-ureidothiophene-2-carboxamido)piperidine-1-carboxylate